1-(4-chlorophenyl)-1-propanone ClC1=CC=C(C=C1)C(CC)=O